C1CC2=C(NC1)N=CC=C2 TETRAHYDRONAPhTHYRIDINE